FC1(C(CN(CC1)C(=O)NC1=C(C=C(C(=C1)C1=CC(=NC(=C1)N1CCOCC1)OCCO)C)F)C(F)(F)F)F 4,4-difluoro-N-[2-fluoro-5-[2-(2-hydroxyethoxy)-6-(morpholin-4-yl)pyridin-4-yl]-4-methylphenyl]-3-(trifluoromethyl)piperidine-1-carboxamide